ClC1=NC=C(C(=N1)OCC1=CC=C(C=C1)C=1N(C=C(N1)C(F)(F)F)C)OC1CC1 2-chloro-5-(cyclopropoxy)-4-[[4-[1-methyl-4-(trifluoromethyl)imidazol-2-yl]phenyl]methoxy]pyrimidine